COC1=CC=C(C=C1)C1=NOC(=C1)N(CCN(C)C)C1=NC(=NC=C1)N1CCOCC1 N1-(3-(4-methoxyphenyl)isoxazol-5-yl)-N2,N2-dimethyl-N1-(2-morpholinopyrimidin-4-yl)ethane-1,2-diamine